4-(hydroxymethyl)-1-methylpyridin-2(1H)-one OCC1=CC(N(C=C1)C)=O